(1R,2S,3R,5R)-3-{4-amino-2-chloropyrrolo[2,3-d]pyrimidin-7-yl}-5-(1H-pyrazol-4-yl)cyclopentane-1,2-diol NC=1C2=C(N=C(N1)Cl)N(C=C2)[C@H]2[C@@H]([C@@H]([C@H](C2)C=2C=NNC2)O)O